C(C)(C)(C)OC(=O)N1CC(CC1)(OC)C1=CC=2C(=C(N=NC2Cl)C)N(C1=O)C 3-(5-chloro-1,8-dimethyl-2-oxo-1,2-dihydropyrido[2,3-d]pyridazin-3-yl)-3-methoxypyrrolidine-1-carboxylic acid tert-butyl ester